C(C)(C)(C)NC1(CNCC1)C N-(tert-butyl)-3-methylpyrrolidin-3-amine